NC1=C2C(=NC=N1)N(N=C2C2=CC=C(C=C2)OC2=CC=CC=C2)C2CCN(CC2)CCN2CC(CC2)N2CCN(CC2)C=2C=C1CN(C(C1=CC2)=O)C2C(NC(CC2)=O)=O 3-(5-(4-(1-(2-(4-(4-amino-3-(4-phenoxyphenyl)-1H-pyrazolo[3,4-d]pyrimidin-1-yl)piperidin-1-yl)ethyl)pyrrolidin-3-yl)piperazin-1-yl)-1-oxoisoindolin-2-yl)piperidine-2,6-dione